C(C)(C)(C)N1N=CC(=C1C(=O)NCCC1=CC=C(C=C1)C)I 1-(tert-butyl)-4-iodo-N-(4-methylphenethyl)-1H-pyrazole-5-carboxamide